1-[(5-bromo-2-thienyl)sulfonyl]pyrrolidine BrC1=CC=C(S1)S(=O)(=O)N1CCCC1